CN(CC(=O)NCCNC(=O)C1=CC2=C(N(C(=N2)NC=2OC3=C(N2)C=CC(=C3)OC(F)(F)F)C)C=C1)C N-(2-(2-(dimethyl-amino)acetamido)-ethyl)-1-methyl-2-((6-(trifluoromethoxy)benzo-[d]oxazol-2-yl)amino)-1H-benzo[d]imidazole-5-carboxamide